N~7~-(oxan-3-yl)quinazoline-2,7-diamine O1CC(CCC1)NC1=CC=C2C=NC(=NC2=C1)N